N1=CC=CC=C1.N1=C(C=CC=C1)C(N)=N picolinimidamide compound with pyridine